ClC=1C=C(C=CC1)N[C@@H](CC(C)C)C(=O)N1[C@@H]2CC([C@H]([C@@H]1C(=O)N[C@H](\C=C(\C(=O)OCC)/F)C[C@@H]1C(NCC1)=O)CC2)(F)F ethyl (S,Z)-4-((1S,3R,4S)-2-((3-chlorophenyl)-L-leucyl)-5,5-difluoro-2-azabicyclo[2.2.2]octane-3-carboxamido)-2-fluoro-5-((R)-2-oxopyrrolidin-3-yl)pent-2-enoate